FC(S(=O)(=O)OC1=C(C(N(C=2N=C(N=CC21)NC2=C(C=CC=C2)OC)C2=CC=CC=C2)=O)C#N)(F)F 6-cyano-2-[(2-methoxyphenyl)amino]-7-oxo-8-phenylpyrido[2,3-d]pyrimidin-5-yl trifluoromethanesulfonate